[C-]#N.ClC=1C=NC(=C(C1Cl)Cl)Cl 3,4,5,6-tetrachloro-pyridine cyanide